FC1=C(C(=CC=C1)CO)B(O)O (2-fluoro-6-(hydroxymethyl)phenyl)boronic acid